D-glucuronic acid sodium salt lead [Pb+2].[Na+].O=C[C@H](O)[C@@H](O)[C@H](O)[C@H](O)C(=O)[O-].O=C[C@H](O)[C@@H](O)[C@H](O)[C@H](O)C(=O)[O-].O=C[C@H](O)[C@@H](O)[C@H](O)[C@H](O)C(=O)[O-]